tert-butyl N-[3-(2-bromo-N-tert-butoxycarbonyl-anilino)propyl]-N-methyl-carbamate BrC1=C(N(C(=O)OC(C)(C)C)CCCN(C(OC(C)(C)C)=O)C)C=CC=C1